C(C)(C)(C)OC(C[C@@H](C(=O)N[C@H](C(=O)N)CC1=CC(=CC=C1)Br)N)=O (S)-3-amino-4-(((S)-1-amino-3-(3-bromophenyl)-1-oxopropan-2-yl)amino)-4-oxobutanoic acid tert-butyl ester